5-(methylsulfamoyl)-2-[3-(trifluoromethyl)phenoxy]Benzoic acid methyl ester COC(C1=C(C=CC(=C1)S(NC)(=O)=O)OC1=CC(=CC=C1)C(F)(F)F)=O